[N+](=O)([O-])C1=C2C(NC(C2=CC=C1)=O)=O 4-nitroisoindole-1,3-dione